FC(C1=NC=CC(=C1)SCCC(C#N)C#N)(F)F 2-[2-[[2-(trifluoromethyl)-4-pyridinyl]sulfanyl]ethyl]malononitrile